C(C)N1C2=CC=C(C=C2C=2C=C(C=CC12)C(C)=O)C(C1=C(C=CC=C1)CC)=O 1-[9-ethyl-6-(2-ethylbenzoyl)-9H-carbazol-3-yl]ethanone